2-[(2S)-2-(2-isopropylphenyl)pyrrolidin-1-yl]-7-azaspiro[3.5]nonan C(C)(C)C1=C(C=CC=C1)[C@H]1N(CCC1)C1CC2(C1)CCNCC2